COC(NC=1C(=NC(=NC1N)C1=NN(C2=NC=C(C=C21)F)CC2=C(C=CC=C2)F)N)=O methyl-[4,6-diamino-2-[5-fluoro-1-[(2-fluorophenyl)methyl]pyrazolo[3,4-b]pyridin-3-yl]pyrimidin-5-yl]carbamate